5-[(4R,10bS)-4-methyl-8-(5-oxa-2,8-diazaspiro[3.5]non-8-yl)-3,4,6,10b-tetrahydro-1H-pyrazino[2,1-a]isoindol-2-yl]quinoline-8-carbonitrile C[C@@H]1CN(C[C@H]2N1CC1=CC(=CC=C21)N2CCOC1(CNC1)C2)C2=C1C=CC=NC1=C(C=C2)C#N